C1(=CC=CC=C1)CNC1=C2N=CN=C2N=CN1 N-(phenyl-methyl)-1H-purin-6-amine